FC=1C=C(C(=O)NCC2=C3C=NNC3=CC=C2)C=C(C1OC)F 3,5-difluoro-N-(1H-indazol-4-ylmethyl)-4-methoxybenzamide